BrC1=C(C=C2C(=N1)C(=NN2COCC[Si](C)(C)C)C=2C=NN(C2)C)Cl 5-Bromo-6-chloro-3-(1-methyl-1H-pyrazol-4-yl)-1-((2-(trimethylsilyl)ethoxy)methyl)-1H-pyrazolo[4,3-b]pyridine